C[C@@H]1[C@@H](C[C@@H]2[C@]13CC(C[C@H]3C=C2C(=O)[O-])(C)C)O The molecule is a hydroxy monocarboxylic acid anion that is the conjugate base of 1-deoxy-11beta-hydroxypentalenic acid, obtained by deprotonation of the carboxy group; major species at pH 7.3. It is a conjugate base of a 1-deoxy-11beta-hydroxypentalenic acid.